4-((8-methyl-2,3-dihydro-1H-pyrido[2,3-b][1,4]oxazin-7-yl)amino)-2-oxo-N-(4-(piperazin-1-yl)phenyl)-1,2-dihydropyridine-3-carboxamide CC1=C(C=NC=2OCCNC21)NC2=C(C(NC=C2)=O)C(=O)NC2=CC=C(C=C2)N2CCNCC2